CO[C@@H](COC=1C=C(C=2N(C1)N=CC2C#N)C=2C=NC(=CC2)N2CCN(CC2)CC2=NC=C(C=C2)OC)C (R)-6-(2-methoxypropoxy)-4-(6-(4-((5-methoxypyridin-2-yl)methyl)piperazin-1-yl)pyridin-3-yl)pyrazolo[1,5-a]pyridine-3-carbonitrile